CC=1NC=2N(C(C1C=1C=C3C=CC=NC3=CC1)=O)N=C(C2C2=CC=CC=C2)C2=CNC=C2 5-methyl-3-phenyl-2-(1H-pyrrol-3-yl)-6-(quinolin-6-yl)pyrazolo[1,5-a]pyrimidin-7(4H)-one